ClC=1C(N(C=C(C1C1=C(C=C(C=C1)F)Cl)C1=C(C(=CC(=C1)OC)OC)Cl)OCC1=CC=CC=C1)=O 3-chloro-5-(2-chloro-3,5-dimethoxyphenyl)-4-(2-chloro-4-fluorophenyl)-1-(phenylmethoxy)-2(1H)-pyridone